5-formyl-3-methyl-2-carbonyl-imidazolidine-1-carboxylic acid benzyl ester C(C1=CC=CC=C1)OC(=O)N1C(N(CC1C=O)C)=C=O